NC1=C2C(=NC=N1)N(N=C2Br)CCNC(OC(C)(C)C)=O tert-Butyl (2-(4-amino-3-bromo-1H-pyrazolo[3,4-d]pyrimidin-1-yl)ethyl)carbamate